ClC1=C(C2=C(NC(O[C@@]23CN(CCC3)C(=O)C=3C=NN(C3)C(CC)C3=CC(=NC=C3)C(F)(F)F)=O)C=C1)F (4R)-6-Chloro-5-fluoro-1'-(1-(1-(2-(trifluoromethyl)pyridin-4-yl)propyl)-1H-pyrazole-4-carbonyl)spiro[benzo[d][1,3]oxazine-4,3'-piperidin]-2(1H)-one